3,5,4'-trihydroxy-trans-stilbene OC=1C=C(C=C(C1)O)\C=C\C1=CC=C(C=C1)O